(2-fluoroethyl)(1,1,2,2-tetrafluoroethyl)ether FCCOC(C(F)F)(F)F